O[C@@H]1C[C@H](N(C1)C(C(C(C)C)C1=CC(=NO1)OCC#C)=O)C(=O)N[C@@H](C)C1=CC=C(C=C1)C1=C(N=CS1)C (2S,4R)-4-hydroxy-N-[(1S)-1-[4-(4-methyl-1,3-thiazol-5-yl)phenyl]ethyl]-1-[3-methyl-2-[3-(prop-2-yn-1-yloxy)-1,2-oxazol-5-yl]butanoyl]pyrrolidine-2-carboxamide